BrC1=C(C=CC=C1)C(C(=O)O)=CC1=CC=CC=C1 2-(2-bromophenyl)-3-phenylpropenoic acid